3-amino-2-methoxyheptane-4-ol NC(C(C)OC)C(CCC)O